CC1(OC=2C=C(C=CC2C=2C1=NC(=NC2)NC2=CC1=C(OCCN1C(CN1CCN(CC1)C)=O)N=C2)N2C(CC[C@H]2C)=O)C (5R)-1-[5,5-dimethyl-3-({1-[2-(4-methylpiperazin-1-yl)acetyl]-1H,2H,3H-pyrido[2,3-b][1,4]oxazin-7-yl}amino)-5H-chromeno[3,4-d]pyrimidin-8-yl]-5-methylpyrrolidin-2-one